(2R,3S,4R,5R)-5-(6-amino-2-chloro-9H-purin-9-yl)-3-ethynyl-2-(hydroxymethyl)-tetrahydrofuran-3,4-diol NC1=C2N=CN(C2=NC(=N1)Cl)[C@H]1[C@@H]([C@@]([C@H](O1)CO)(O)C#C)O